CN1CC(C1)(C)[C@@](C=1C=C(C=NC1)C1=NOC(=N1)C(C)C)(C1=CC=C(C=C1)C(C)C)O (R)-2-(3-(5-((1,3-dimethylazetidin-3-yl)(hydroxy)(4-isopropylphenyl)methyl)pyridin-3-yl)-1,2,4-oxadiazol-5-yl)propan